SC(C(=O)OC)(C)C methyl 2-mercapto-2-methylpropanoate